C(C1=CC=CC=C1)OC1=C2CC(N(CC2=CC=C1OC)C=1OC2=C(N1)C=C(C=C2)C)C(=O)OCC ethyl 5-(benzyloxy)-6-methoxy-2-(5-methylbenzo[d]oxazol-2-yl)-1,2,3,4-tetrahydroisoquinoline-3-carboxylate